1-(3-phenylpropyl)-2-(pyridin-3-yl)-1H-benzo[d]imidazole-4-carboxamide C1(=CC=CC=C1)CCCN1C(=NC2=C1C=CC=C2C(=O)N)C=2C=NC=CC2